1-[(2,4-dimethoxyphenyl)methyl]-3-hydroxypiperidine-2,6-dione COC1=C(C=CC(=C1)OC)CN1C(C(CCC1=O)O)=O